N-(1-(2-(6-methylpyridin-2-yl)-9H-purin-6-yl)-1H-pyrrolo[3,2-c]pyridin-4-yl)cyclopropanecarboxamide CC1=CC=CC(=N1)C1=NC(=C2N=CNC2=N1)N1C=CC=2C(=NC=CC21)NC(=O)C2CC2